ClC1=C(C(=CC=C1)F)[C@H](C(F)(F)F)NC(=O)C=1C=C2CN(C(C2=CC1)=O)C1C(NC(CC1)=O)=O N-((R)-1-(2-chloro-6-fluorophenyl)-2,2,2-trifluoroethyl)-2-(2,6-dioxopiperidin-3-yl)-1-oxoisoindoline-5-carboxamide